C(=O)(C=C)OCCOCCOCCOCCOC1=CC=C(C(=O)C2=CC=CC=C2)C=C1 4-(13-acryl-1,4,7,10,13-pentaoxatridecyl)-benzophenone